butyl-Sulfenamide C(CCC)SN